(1R,2R)-2-[3-({[1-isopropyl-5-(3-phenylpropyl)-1H-pyrrole-2-yl]carbonyl}amino)-4-(trifluoromethyl)Phenyl]cyclopropanecarboxylic acid C(C)(C)N1C(=CC=C1CCCC1=CC=CC=C1)C(=O)NC=1C=C(C=CC1C(F)(F)F)[C@H]1[C@@H](C1)C(=O)O